ClC(=O)OC[C@H](CC)C (S)-2-methylbutyl chloroformate